N-(5-((2-(fluoromethyl)-1-methyl-1H-benzo[d]imidazol-6-yl)ethynyl)-8-(methylamino)-2,7-naphthyridin-3-yl)cyclopropanecarboxamide FCC1=NC2=C(N1C)C=C(C=C2)C#CC2=C1C=C(N=CC1=C(N=C2)NC)NC(=O)C2CC2